2-((1R,2R)-2-aminocyclohexyl)-5-chloro-3-(prop-1-yn-1-yl)-N-(thiophen-2-ylmethyl)thieno[3,2-b]pyridin-7-amine formate C(=O)O.N[C@H]1[C@@H](CCCC1)C1=C(C2=NC(=CC(=C2S1)NCC=1SC=CC1)Cl)C#CC